[C@@H]1(C[C@H](O)[C@@H](CO)O1)N1C=NC=2C(=O)NC(N)=CC12 3-deaza-2'-deoxyguanosine